N1=CC=CC2=CC(=CC=C12)C1=CNC=2N=C(N=CC21)N 5-quinolin-6-yl-7H-pyrrolo[2,3-d]pyrimidin-2-amine